FC(C(C)N1N=CC(=C1)N)(F)F 1-(1,1,1-Trifluoropropan-2-yl)-1H-pyrazol-4-amine